CC1CC=2C(=NC(=NC2CC1C1=C2C=NNC2=CC=C1C)OC[C@H]1N(CCC1)C)N1CCN(CC1)C(C=C)=O 1-(4-[6-methyl-7-(5-methyl-1H-indazol-4-yl)-2-(((2S)-1-methylpyrrolidin-2-yl)methoxy)-5,6,7,8-tetrahydroquinazolin-4-yl]piperazin-1-yl)prop-2-en-1-one